2-((Tert-butyldiphenylsilyl)oxy)ethan-1-ol [Si](C1=CC=CC=C1)(C1=CC=CC=C1)(C(C)(C)C)OCCO